2-(2-(2-dodecyl)ethoxy)ethyl-tetrahydrothiopyranium chloride [Cl-].CC(CCCCCCCCCC)CCOCC[S+]1CCCC=C1